CS(=O)(=O)CCO 2-(methylsulfonyl)ethan-1-ol